NC1=NC=CC2=C(C=CC=C12)C1=CC=C2C(CC(C2=C1)OC1=C(C=CC=C1)CC(=O)O)N1CCN(CC1)C(C)C 2-(2-((6-(1-aminoisoquinolin-5-yl)-3-(4-isopropylpiperazin-1-yl)-2,3-dihydro-1H-inden-1-yl)oxy)phenyl)acetic acid